Cl.C(C)(=O)OC[C@@H]1OC([C@@H]([C@H]([C@H]1CC(=O)O)N1N=NC(=C1)C1=CC(=CC=C1)F)CC(=O)O)N (2R,3R,4S,5R)-2-(acetoxymethyl)-6-amino-4-(4-(3-fluorophenyl)-1H-1,2,3-triazol-1-yl)tetrahydro-2H-pyran-3,5-diyldiacetic acid hydrochloride